N-[2-(5-Isobutoxy-1H-indol-3-yl)ethyl]acetamide C(C(C)C)OC=1C=C2C(=CNC2=CC1)CCNC(C)=O